(2S,5R)-5-aminopiperidine-1,2-dicarboxylic acid 1-tert-butyl 2-ethyl ester CCOC(=O)[C@H]1N(C[C@@H](CC1)N)C(=O)OC(C)(C)C